ClC1=NC=2C3=C(C=CC2C2=CC(=C(C=C12)OC)OC)C=C1C(=C3)OCO1 13-chloro-2,3-dimethoxy-[1,3]dioxolo[4',5':4,5]benzo[1,2-c]phenanthridine